ClC=1C(=NC=CN1)CC1OCC(N2C1CCC(C2)C(=O)N)=O ((3-chloropyrazin-2-yl)methyl)-4-oxooctahydropyrido[2,1-c][1,4]oxazine-7-carboxamide